C(C)(C)(C)C=1C=C(C=C(C1O)C)CCC(=O)OCC(C)(C)C1OCC2(CO1)COC(OC2)C(COC(CCC2=CC(=C(C(=C2)C)O)C(C)(C)C)=O)(C)C 3,9-bis[2-{3-(3-tert-butyl-4-hydroxy-5-methylphenyl)propionyloxy}-1,1-dimethylethyl]-2,4,8,10-tetra-oxaspiro[5.5]undecane